cesium barium boron selenium bromine [Br].[Se].[B].[Ba].[Cs]